[Al].[Y].[Ho].[Tm] thulium-holmium-yttrium aluminum